4-[(1S)-1-aminopropyl]-2-[6-(4-ethyl-4H-1,2,4-triazol-3-yl)pyridin-2-yl]-6-[(2R)-2-methylpyrrolidin-1-yl]-2,3-dihydro-1H-pyrrolo[3,4-c]pyridin-1-one N[C@@H](CC)C1=NC(=CC2=C1CN(C2=O)C2=NC(=CC=C2)C2=NN=CN2CC)N2[C@@H](CCC2)C